FC1=CC=C(C=C1)[SH2](=O)C=N (4-fluorophenyl)(imino)methyl-λ6-sulfanone